2,2'-iminobis(4,6-diamino-1,3,5-triazine) N(C1=NC(=NC(=N1)N)N)C1=NC(=NC(=N1)N)N